2,7-diazaspiro[4.4]nonan-1-one C1(NCCC12CNCC2)=O